(2Z,2'Z,4E,4'E)-4,4'-((4,5-difluoro-1,2-phenylen)bis(azanylyliden))bis(1,1,1-trifluorobut-2-en-2-ol) FC1=CC(=C(C=C1F)\N=C\C=C(\C(F)(F)F)/O)\N=C\C=C(\C(F)(F)F)/O